5-chloro-N4-(2-(isopropylsulfonyl)phenyl)-N2-(piperidin-3-yl)pyrimidine-2,4-diamine ClC=1C(=NC(=NC1)NC1CNCCC1)NC1=C(C=CC=C1)S(=O)(=O)C(C)C